CC([C@@H](C(=O)N1[C@@H](C[C@H](C1)O)C(=O)NC)N1N=NC(=C1)CN1N=C(C(=C1C)C)C)(C)C (2S,4r)-1-[(2S)-3,3-dimethyl-2-[4-[(3,4,5-trimethylpyrazol-1-yl)methyl]triazol-1-yl]butyryl]-4-hydroxy-N-methyl-pyrrolidine-2-carboxamide